C(#N)C1=C(C=CC=C1)C=1C=CC(=NC1)/C=C/[C@H]1[C@@H](C(C[C@]2(C(O[C@@H]([C@@H]12)C)=O)[C@H](C(=O)N)C)(F)F)C |o1:27| (R or S)-2-((1R,3aR,6S,7R,7aS)-7-((E)-2-(5-(2-cyanophenyl)pyridin-2-yl)vinyl)-5,5-difluoro-1,6-dimethyl-3-oxooctahydroisobenzofuran-3a-yl)propanamide